BrC1=CC(=C(C=C1)N1C(C=2N(CC1)N=C(C2)C(=O)N(C)OC)=O)C 5-(4-bromo-2-methylphenyl)-N-methoxy-N-methyl-4-oxo-4,5,6,7-tetrahydropyrazolo[1,5-a]pyrazine-2-carboxamide